6-(4-chloro-3-methyl-phenyl)-1-fluoro-5-[6-[(3S)-1-(3-fluoropropyl)pyrrolidin-3-yl]oxy-3-pyridyl]-8,9-dihydro-7H-benzo[7]annulen-2-ol ClC1=C(C=C(C=C1)C1=C(C2=C(CCC1)C(=C(C=C2)O)F)C=2C=NC(=CC2)O[C@@H]2CN(CC2)CCCF)C